FC(OC1=CC=C(C=C1)N1C(C=2C(C1=O)=CC=CC2)=O)(F)F N-(4-trifluoromethoxyphenyl)phthalimide